(cis)-3-[5-(2-bromoethoxy)-2-methyl-7-(trifluoromethyl)-1H-1,3-benzodiazol-1-yl]-1-methylcyclobutan-1-ol BrCCOC1=CC2=C(N(C(=N2)C)C2CC(C2)(O)C)C(=C1)C(F)(F)F